F[C@H]1CN(CC[C@H]1NC1=C2C=C(N(C2=CC=C1)CC(F)(F)F)C1=NOC(=N1)CNC(=O)C1=CN(C=C1)C1CCOCC1)C N-{[3-(4-{[(3S,4R)-3-fluoro-1-methylpiperidin-4-yl]amino}-1-(2,2,2-trifluoroethyl)-1H-indol-2-yl)-1,2,4-oxadiazol-5-yl]methyl}-1-(oxan-4-yl)-1H-pyrrole-3-carboxamide